2-(hydroxymethyl)phenol triphenylacetate C1(=CC=CC=C1)C(C(=O)OC1=C(C=CC=C1)CO)(C1=CC=CC=C1)C1=CC=CC=C1